F[C@@H](C(=O)NC1=C(C=C(C=C1)NCC1=CC=C(C=C1)C(F)(F)F)N1CCCC1)[C@@H](CCCC)F (2S,3R)-2,3-difluoro-N-(2-(pyrrolidin-1-yl)-4-((4-(trifluoromethyl)benzyl)amino)phenyl)heptanamide